[Ti].[Sn].ClCC(COC)O 1-chloro-3-methoxypropan-2-ol Tin-titanium